C(N)(=O)C1=C(SC=2C(OC(CC21)(C)C)(C)C)NC(=O)C2=NNC(=C2)OCCOC 5-(2-methoxy-ethoxy)-1H-pyrazole-3-carboxylic acid (3-carbamoyl-5,5,7,7-tetramethyl-4,7-dihydro-5H-thieno[2,3-c]pyran-2-yl)-amide